tetrahydro-1,1-dioxido-2H-thiopyran O=S1(CCCCC1)=O